6-(2-(((1R,3R)-3-(4-(2-methyl-4-(trifluoromethyl)-1H-pyrrolo[2,3-c]pyridin-7-yl)piperazine-1-carbonyl)cyclobutyl)amino)propan-2-yl)-4-(trifluoromethyl)pyridazin-3(2H)-one CC1=CC=2C(=C(N=CC2C(F)(F)F)N2CCN(CC2)C(=O)C2CC(C2)NC(C)(C)C=2C=C(C(NN2)=O)C(F)(F)F)N1